COC1=CC=C(C=C1)C=1C2=CC=C(N2)C(=C2C=CC(C(=C3C=CC(=C(C=4C=CC1N4)C4=CC=C(C=C4)OC)N3)C3=CC=C(C=C3)OC)=N2)C2=CC=C(C=C2)OC 5,10,15,20-tetrakis(4-methoxyphenyl)porphyrin